FC=1C=C(C=CC1)[C@@H]1N(CCC1)C=1C=CC=2N(N1)C(=CN2)C2=CC=CC(=N2)N2CCN(CC2)CC#CC2=CC=CC=1N(C=NC12)C1C(NC(CC1)=O)=O 3-(4-(3-(4-(6-(6-((R)-2-(3-fluorophenyl)pyrrolidin-1-yl)imidazo[1,2-b]pyridazin-3-yl)pyridin-2-yl)piperazin-1-yl)prop-1-yn-1-yl)-1H-benzo[d]imidazol-1-yl)piperidine-2,6-dione